CN1[C@H](CCCCC1)C(=O)NC1=CC(=C(C=C1)C)C(N[C@H](C)C1=CC=CC2=CC=CC=C12)=O (R)-1-methyl-N-(4-methyl-3-(((R)-1-(naphthalen-1-yl)ethyl)carbamoyl)phenyl)azepane-2-carboxamide